FC=1C=C2N(CCN(C2=CC1)C(=O)N[C@H]1CNCC1)C1=CC=C(C=C1)F (R)-6-fluoro-4-(4-fluorophenyl)-N-(pyrrolidin-3-yl)-3,4-dihydroquinoxaline-1(2H)-carboxamide